N-((4-(((1r,4r)-4-hydroxy-4-methylcyclohexylmethyl)amino)-3-nitrophenyl)sulfonyl)benzamide OC1(CCC(CC1)CNC1=C(C=C(C=C1)S(=O)(=O)NC(C1=CC=CC=C1)=O)[N+](=O)[O-])C